OC1=C(C=C(C=C1CC1=CC(=C(C(=C1)C)O)C)C)CC1=C(C(=CC(=C1)C)CC1=CC(=C(C(=C1)C)O)C)O bis[2-hydroxy-3-(3,5-dimethyl-4-hydroxybenzyl)-5-methylphenyl]methane